O1C(CCCC1)OCC1=CC=C(C=C1)CN (4-(((tetrahydro-2H-pyran-2-yl)oxy)methyl)phenyl)methylamine